5-(3-iodo-1H-pyrazol-1-yl)-2-(1-methyl-1H-pyrazol-4-yl)benzo[d]oxazole IC1=NN(C=C1)C=1C=CC2=C(N=C(O2)C=2C=NN(C2)C)C1